CNC1=CC=C(C=C1)NC N,N'-Dimethyl-p-phenylendiamin